(2S,4R)-1-[2-(1H-1,2,3-benzotriazol-1-yl)acetyl]-4-fluoro-N-[(S)-[3-fluoro-4-(1-methylcyclopropyl)phenyl](phenyl)methyl]pyrrolidine-2-carboxamide N1(N=NC2=C1C=CC=C2)CC(=O)N2[C@@H](C[C@H](C2)F)C(=O)N[C@@H](C2=CC=CC=C2)C2=CC(=C(C=C2)C2(CC2)C)F